C(C)(C)(C)OC(=O)N1C[C@H](CC1)OC1=C(C=C(C(=O)N2[C@H](CN(CC2)C(=O)OCC2=CC=CC=C2)C(C)C)C=C1)C1CCCCC1 Benzyl (S)-4-(4-(((S)-1-(tert-butoxycarbonyl) pyrrolidin-3-yl) oxy)-3-cyclohexylbenzoyl)-3-isopropylpiperazine-1-carboxylate